6-(((6S,9R,12R)-12-benzyl-6-isobutyl-2,2,5,8-tetramethyl-4,7,10-trioxo-9-(2,2,2-trifluoroethyl)-3-oxa-5,8,11-triazatridecan-13-yl)oxy)-3-fluoroquinoline-5-carboxylic acid C(C1=CC=CC=C1)[C@@H](NC([C@H](N(C([C@@H](N(C(OC(C)(C)C)=O)C)CC(C)C)=O)C)CC(F)(F)F)=O)COC1=C(C=2C=C(C=NC2C=C1)F)C(=O)O